OC(CC1=C(C=C(C=C1)NC(CN1C(C=C(C2=CC=CC=C12)C)=O)=O)C=1C(=NC(=NC1)NC)SC)(C)C N-[4-(2-hydroxy-2-methylpropyl)-3-[2-(methylamino)-4-(methylthio)-5-pyrimidinyl]phenyl]-4-methyl-2-oxo-1(2H)-quinolineacetamide